(2,2,2-trifluoroethyl) (2,3-difluorophenyl) disulfide FC1=C(C=CC=C1F)SSCC(F)(F)F